(R)-1-(4-(4-(1-(3-(difluoromethyl)-2-fluorophenyl)ethylamino)cinnolin-6-yl)piperazin-1-yl)ethanone FC(C=1C(=C(C=CC1)[C@@H](C)NC1=CN=NC2=CC=C(C=C12)N1CCN(CC1)C(C)=O)F)F